BrC1=C(C(=CC=2OCCOC21)NC2=NC(=CC(=N2)NC)C)C N2-(5-bromo-6-methyl-2,3-dihydro-1,4-benzodioxin-7-yl)-N4,6-dimethyl-pyrimidine-2,4-diamine